FC1=C(C=CC=C1OC)C1=C(N(C(N(C1=O)C[C@@H](C1=CC=CC=C1)NCCCC(=O)O)=O)CC1=C(C=CC=C1C(F)(F)F)F)C 4-[[(1R)-2-[5-(2-FLUORO-3-METHOXYPHENYL)-3-[[2-FLUORO-6-(TRIFLUOROMETHYL)-PHENYL]METHYL]-3,6-DIHYDRO-4-METHYL-2,6-DIOXO-1(2H)-PYRIMIDINYL]-1-PHENYLETHYL]AMINO]-BUTANOIC ACID